3-(azidomethyl)-2-benzylisothiazolidine 1,1-dioxide N(=[N+]=[N-])CC1N(S(CC1)(=O)=O)CC1=CC=CC=C1